7-((6-fluoropyridin-3-yl)amino)-4-(trifluoromethyl)-2H-benzopyran-2-one FC1=CC=C(C=N1)NC1=CC2=C(C(=CC(O2)=O)C(F)(F)F)C=C1